(2R,3R,4S,5R)-2-{3-{4-[(4-fluorobenzyl)oxy]phenyl}-7H-[1,2,4]triazolo[3,4-i]purin-7-yl}-5-(hydroxymethyl)tetrahydrofuran-3,4-diol FC1=CC=C(COC2=CC=C(C=C2)C2=NN=C3C=4N=CN(C4N=CN32)[C@@H]3O[C@@H]([C@H]([C@H]3O)O)CO)C=C1